FC1(CCC(CC1)NC1=NC(=NC(=C1)C)N1N=C(C=C1)OC(F)F)F N-(4,4-difluorocyclohexyl)-2-(3-(difluoromethoxy)-1H-pyrazol-1-yl)-6-methylpyrimidin-4-amine